C1(=CCCCC1)C1=CN=C(S1)NC(=O)C1N2C=CC=C2C(CC1)=O N-[5-(cyclohexen-1-yl)thiazol-2-yl]-8-oxo-6,7-dihydro-5H-indolizine-5-carboxamide